ClC=1C=C2C=C(N=CC2=CC1)CC#N 2-(6-chloroisoquinolin-3-yl)acetonitrile